C(#N)C1=CC=C(C=N1)NC(C#CC=1N(C2=CC=C(C=C2C1)CNC1CCN(CC1)C)CC)=O N-(6-cyanopyridin-3-yl)-3-(1-ethyl-5-{[(1-methylpiperidin-4-yl)amino]methyl}-1H-indol-2-yl)prop-2-ynamide